4-cyano-4'-hexyloxy-p-terphenyl C(#N)C1=CC=C(C=C1)C1=CCC(C=C1)(C1=CC=CC=C1)OCCCCCC